C(C)(C)(CC)C1=CC=C(C(=C1)C(C)(C)CC)O 4,6-bis-tert-amylphenol